ClC1=C(C=NC(=C1)Cl)NC(=O)C12CC(C1)(C2)NC(=O)C=2OC(=CC2)CSC N-[3-[(4,6-dichloro-3-pyridinyl)carbamoyl]-1-bicyclo[1.1.1]pentanyl]-5-(methylsulfanylmethyl)furan-2-carboxamide